2-(1-(2-chlorophenyl)ethoxy)propan ClC1=C(C=CC=C1)C(C)OC(C)C